4-(7-fluoroimidazo[1,2-a]pyridin-3-yl)-7-((1-(tetrahydro-2H-pyran-4-yl)-1H-pyrazol-4-yl)amino)isoindolin-1-one FC1=CC=2N(C=C1)C(=CN2)C2=C1CNC(C1=C(C=C2)NC=2C=NN(C2)C2CCOCC2)=O